2-(2-isopropylphenyl)-7-methyl-9-(4-(1-methyl-4-(trifluoromethyl)-1H-imidazol-2-yl)benzyl)-6-(pyridin-2-yl)-7,9-dihydro-8H-purin-8-imine C(C)(C)C1=C(C=CC=C1)C1=NC(=C2N(C(N(C2=N1)CC1=CC=C(C=C1)C=1N(C=C(N1)C(F)(F)F)C)=N)C)C1=NC=CC=C1